BrC=1C=C2C(=NC1)N=C(S2)N2C(=CC=C2C)C 6-bromo-2-(2,5-dimethyl-1H-pyrrol-1-yl)thiazolo[4,5-b]pyridine